methyl 4-(N-(2-methoxyacetyl)anilino)-1-(2-thiophen-2-ylethyl)piperidine-4-carboxylate COCC(=O)N(C1=CC=CC=C1)C1(CCN(CC1)CCC=1SC=CC1)C(=O)OC